1,1-diphenyl-N-(1-((2-(trimethylsilyl)ethoxy)methyl)-1H-pyrrolo[2,3-b]pyridin-4-yl)methylamine C1(=CC=CC=C1)C(C1=CC=CC=C1)NC1=C2C(=NC=C1)N(C=C2)COCC[Si](C)(C)C